4-(1-(2-((2-((2-(tert-butoxy)-2-oxoethyl)amino)-2-oxoethyl)amino)-2-oxoethyl)-5'-fluoro-3-methyl-1H,1'H-[4,6'-biindazol]-1'-yl)-4-oxobutanoic acid C(C)(C)(C)OC(CNC(CNC(CN1N=C(C=2C(=CC=CC12)C1=C(C=C2C=NN(C2=C1)C(CCC(=O)O)=O)F)C)=O)=O)=O